2-morpholino-1-(4-phenyl-3,4-dihydroquinoxalin-1(2H)-yl)propan-1-On O1CCN(CC1)C(C(=O)N1CCN(C2=CC=CC=C12)C1=CC=CC=C1)C